CNC(C1=C(C=CC=C1)C=CC)=O N-methyl-2-(prop-1-en-1-yl)benzamide